FC1=CC=2N=C(SC2C=2C[C@@](OC21)(C)CO)C2=C1N=CC(=NC1=CC(=C2)C)OC (S)-(5-fluoro-2-(2-methoxy-7-methylquinoxalin-5-yl)-7-methyl-7,8-dihydrobenzofuro[5,4-d]thiazol-7-yl)methanol